Tri-tert-butylphosphine palladium (II) [Pd+2].C(C)(C)(C)P(C(C)(C)C)C(C)(C)C